NC=1OC=2CC(CC(C2C(C1C#N)C1=CC=CC=C1)=O)(C)C 2-amino-7,7-dimethyl-5-oxo-4-phenyl-5,6,7,8-tetrahydro-4H-chromen-3-carbonitrile